(3S,4S)-ethyl 1-(2,4-dichloro-3-(3,7-dimethyl-5-(trifluoromethyl)-1H-indole-1-carbonyl)benzoyl)-3-methylpiperidine-4-carboxylate ClC1=C(C(=O)N2C[C@H]([C@H](CC2)C(=O)OCC)C)C=CC(=C1C(=O)N1C=C(C2=CC(=CC(=C12)C)C(F)(F)F)C)Cl